CC1=CC=C(C=C1)[I+]C1=CC=C(C=C1)C(C)C 4-Methylphenyl-[4-(1-methylethyl)phenyl]iodonium